N-{[2-(2,6-dioxopiperidin-3-yl)-1-oxo-2,3-dihydro-1H-isoindol-5-yl]Methyl}acetamide O=C1NC(CCC1N1C(C2=CC=C(C=C2C1)CNC(C)=O)=O)=O